C(C)C1=NN2C(C=CC=C2)=C1C(=O)OCC ethyl 2-ethylpyrazolo[1,5-a]pyridine-3-carboxylate